C(C)O[Si](OCC)(OCC)CN1CCNCC1 N-(tri-ethoxysilylmethyl)piperazine